C(C)(C)(C)OC(N(C(=O)OC(C)(C)C)C1=C(C(=CC=C1F)NC(C1=C(C(=CC=C1F)N)F)=O)F)=O N-[3-[(3-amino-2,6-difluorobenzoyl)amino]-2,6-difluorophenyl]-N-t-butoxycarbonyl-carbamic acid tert-butyl ester